amino(arginino)succinic acid NC(C(=O)O)(CC(=O)O)N[C@@H](CCCNC(N)=N)C(=O)O